3-((3,5-bis(trifluoromethyl)phenyl)amino)-6-cyano-benzo[d]isothiazole 1,1-dioxide FC(C=1C=C(C=C(C1)C(F)(F)F)NC1=NS(C2=C1C=CC(=C2)C#N)(=O)=O)(F)F